3-((6-methylpyridin-2-yl)methylene)-6-(3-(4-fluorobenzoyl)benzylidene)piperazine-2,5-dione CC1=CC=CC(=N1)C=C1C(NC(C(N1)=O)=CC1=CC(=CC=C1)C(C1=CC=C(C=C1)F)=O)=O